NC1=NC=C(C=N1)C=1C=C(C(=O)N)C=CC1 3-(2-aminopyrimidin-5-yl)benzamide